3-methyl-sulfinylpropyl isothiocyanate CS(=O)CCCN=C=S